4-(4-((1R,5S)-3,8-diazabicyclo[3.2.1]octan-3-yl)-2-(((S)-1-methylpyrrolidin-2-yl)methoxy)-5,8-dihydropyrido[3,4-d]pyrimidin-7(6H)-yl)-1-chloronaphthalen-2-ol [C@H]12CN(C[C@H](CC1)N2)C=2C1=C(N=C(N2)OC[C@H]2N(CCC2)C)CN(CC1)C1=CC(=C(C2=CC=CC=C12)Cl)O